N[C@@H]1CN(CC1)C(=O)C=1SC(=CC1C)C1=CC=C(C=C1)N1CCNCC1 (S)-(3-aminopyrrolidin-1-yl)(3-methyl-5-(4-(piperazin-1-yl)phenyl)thiophen-2-yl)methanone